Ethyl 5-(2,6-difluoro-4-methylphenoxy)-1-ethylpyrazole-4-carboxylate FC1=C(OC2=C(C=NN2CC)C(=O)OCC)C(=CC(=C1)C)F